ethyl 2-(2-(bromomethyl)-6-(4,4-difluorocyclohexyl)phenyl)cyclopropane-1-carboxylate BrCC1=C(C(=CC=C1)C1CCC(CC1)(F)F)C1C(C1)C(=O)OCC